2-(5-chloro-2-methyl-6-spiro[3.3]heptan-2-yl-3-pyridyl)-4-oxo-1H-1,6-naphthyridine-5-carbonitrile ClC=1C=C(C(=NC1C1CC2(C1)CCC2)C)C=2NC=1C=CN=C(C1C(C2)=O)C#N